(R)-N-(3''-fluoro-4''-(((2-hydroxypropyl)amino)methyl)-5''-methoxy-2,2'-dimethyl-[1,1':3',1''-terphenyl]-3-yl)-3-methyl-2,4-dioxo-1,2,3,4-tetrahydropyrimidine-5-carboxamide FC=1C=C(C=C(C1CNC[C@@H](C)O)OC)C=1C(=C(C=CC1)C1=C(C(=CC=C1)NC(=O)C=1C(N(C(NC1)=O)C)=O)C)C